The molecule is a pteridine that is lumazine substituted with a 4-hydroxybutyl group at position 8 and a methyl group at position 7; one of 20 modifications to the potent microbial riboflavin-based metabolite antigen 5-(2-oxopropylideneamino)-6-D-ribityl aminouracil (5-OP-RU), an activator of mucosal-associated invariant T (MAIT) cells when presented by the MR1 protein (reported in MED:32123373). It derives from a lumazine. CC1=CN=C2C(=O)NC(=O)N=C2N1CCCCO